6-bromo-N-(2-methylpyridin-3-yl)-8,9-dihydroimidazo[1',2':1,6]pyrido[2,3-d]pyrimidin-2-amine BrC1=CC2=C(N=C(N=C2)NC=2C(=NC=CC2)C)N2C1=NCC2